2-[4-(2-methyl-4-pyridin-4-yl-2H-pyrazol-3-yl)-phenoxymethyl]-imidazo[1,2-a]pyridine CN1N=CC(=C1C1=CC=C(OCC=2N=C3N(C=CC=C3)C2)C=C1)C1=CC=NC=C1